2-(5-benzyloxypentyloxy)ethanol C(C1=CC=CC=C1)OCCCCCOCCO